C(C)(=N)OP([O-])(N)=S acetimidoylphosphoroamidothioate